C(C)(C)(C)N1C[C@@H](CCC1)NC1=NC=CC2=CC(=CC(=C12)C)F tert-butyl-(R)-3-((6-fluoro-8-methylisoquinolin-1-yl)amino)piperidine